vinylsulfone C(=C)S(=O)(=O)C=C